FC1=C(C(=CC=C1)F)C1=C(C(=CC=C1)F)[C@H]1[C@@H](C1)C(=O)OCC |o1:15,16| rel-ethyl (1R,2R)-2-(2',3,6'-trifluoro[1,1'-biphenyl]-2-yl)cyclopropane-1-carboxylate